N-(4-(4-(propylsulfonylamino)phenyl)-7H-pyrrolo[2,3-d]pyrimidin-2-yl)cyclopropylcarboxamide C(CC)S(=O)(=O)NC1=CC=C(C=C1)C=1C2=C(N=C(N1)NC(=O)C1CC1)NC=C2